4-((R or S)-4-((1R,5S)-3,8-diazabicyclo[3.2.1]oct-3-yl)-6-chloro-2-(3-(dimethylamino)azetidin-1-yl)-8-fluoroquinolin-7-yl)naphthalen-2-ol [C@H]12CN(C[C@H](CC1)N2)C2=CC(=NC1=C(C(=C(C=C21)Cl)C2=CC(=CC1=CC=CC=C21)O)F)N2CC(C2)N(C)C